2,3-dichloro-5-nitrothiophene ClC=1SC(=CC1Cl)[N+](=O)[O-]